ClC1=C(C=CC=C1F)CC(=O)NC=1C=C(N=NC1)N(C(C)=O)C1=CC(=CC=C1)F N-{5-[2-(2-chloro-3-fluorophenyl)acetylamino]pyridazin-3-yl}-N-(3-fluorophenyl)acetamide